1-(2-fluoroethyl)-3-(isoquinolin-4-yl)-6-(trifluoromethyl)quinazoline-2,4(1H,3H)-dione FCCN1C(N(C(C2=CC(=CC=C12)C(F)(F)F)=O)C1=CN=CC2=CC=CC=C12)=O